C(C)(C)(C)OC(=O)N1CCC(CC1)C1=NC(=CC=C1)OCC1=CC=2N(C=C1)N=CC2Cl 4-(6-((3-Chloropyrazolo[1,5-a]pyridin-5-yl)methoxy)pyridin-2-yl)piperidine-1-carboxylic acid tert-butyl ester